CN=S(=O)(C)C1=C(N[C@H](C)C=2C=C(C=C3C(N(C(=NC23)N2CCOCC2)C)=O)C)C=CC=C1 8-[(1R)-1-[2-(N,S-dimethylsulfonimidoyl)anilino]-ethyl]-3,6-dimethyl-2-morpholino-quinazolin-4-one